5-(4-(3-amino-1H-indazol-4-yl)phenyl)-3,6-dihydropyridine-1(2H)-carboxylic acid tert-butyl ester C(C)(C)(C)OC(=O)N1CCC=C(C1)C1=CC=C(C=C1)C1=C2C(=NNC2=CC=C1)N